CC1=CC=CC(=N1)N1CCN(CC1)CC=1C=C2CN(C(C2=CC1)=O)N1C(NC(CC1)=O)=O 1-(5-((4-(6-methylpyridin-2-yl)piperazin-1-yl)methyl)-1-oxoisoindolin-2-yl)dihydropyrimidine-2,4(1H,3H)-dione